(S)-2-(1-(2-(1,3,4-oxadiazol-2-yl)-5-oxa-2-azaspiro[3.4]oct-7-yl)piperidin-4-yl)-4-fluorophenol O1C(=NN=C1)N1CC2(C1)OC[C@H](C2)N2CCC(CC2)C2=C(C=CC(=C2)F)O